(5-Isopropyl-1H-pyrazol-3-yl)((1R,5S,6r)-6-((S)-2-methylpyrrolidine-1-carbonyl)-3-azabicyclo[3.1.0]hexan-3-yl)methanone C(C)(C)C1=CC(=NN1)C(=O)N1C[C@H]2C([C@H]2C1)C(=O)N1[C@H](CCC1)C